tris[4,4'-bis(2-(4-pyridyl)vinyl)-2,2'-bipyridyl] iron (III) [Fe+3].N1=CC=C(C=C1)C=CC1=CC(=NC=C1)C1=NC=CC(=C1)C=CC1=CC=NC=C1.N1=CC=C(C=C1)C=CC1=CC(=NC=C1)C1=NC=CC(=C1)C=CC1=CC=NC=C1.N1=CC=C(C=C1)C=CC1=CC(=NC=C1)C1=NC=CC(=C1)C=CC1=CC=NC=C1